(R)-2-amino-3-(phenylmethylamino)propionic acid methyl ester COC([C@@H](CNCC1=CC=CC=C1)N)=O